((1R,5S,6R)-3-(7,7-difluoro-2-((S)-2-methylazetidin-1-yl)-6,7-dihydro-5H-cyclopenta[d]pyrimidin-4-yl)-3-azabicyclo[3.1.0]hex-6-yl)acetic acid FC1(CCC2=C1N=C(N=C2N2C[C@@H]1C([C@@H]1C2)CC(=O)O)N2[C@H](CC2)C)F